ClC=1C=C(C(=NC1)C(=O)N1CCOC2(C1)C=C(C(C(C2)(C)C)=O)C#N)F 4-(5-chloro-3-fluoropyridine-2-carbonyl)-10,10-dimethyl-9-oxo-1-oxa-4-azaspiro[5.5]undec-7-ene-8-carbonitrile